8-(benzyl)-2-methyl-2H,8H-pyrazolo[3,4-b]Indole-5-carboxylic acid C(C1=CC=CC=C1)N1C=2C(C3=CC(=CC=C13)C(=O)O)=CN(N2)C